C(CC(O)(C(=O)O)CC(=O)O)(=O)O.FC1=CC=C(S1)CC[C@@]1(CN(CC1)C(C)(C)C=1C=NC(=CC1)C)CNS(O)(=O)=O (R)-((3-(2-(5-fluorothiophen-2-yl)ethyl)-1-(2-(6-methylpyridin-3-yl)propan-2-yl)pyrrolidin-3-yl)methyl)sulfamic acid citrate